C(C1=CC=CC=C1)SC1=CC=C(C=C1)NC(=O)C1(CC2=CC=CC=C2C1)NC(C1=CC=C(C=C1)F)=O N-(4-(benzylthio)phenyl)-2-(4-fluorobenzamido)-2,3-dihydro-1H-indene-2-carboxamide